2,6,11,15-Tetramethyl-hexadeca-2E,4E,6E,8E,10E,12E,14E-heptaene CC(C)=C\C=C\C(=C\C=C\C=C(\C=C\C=C(C)C)/C)\C